7-[3-(trifluoromethyl)phenyl]sulfonyl-2-azaspiro[3.5]nonane FC(C=1C=C(C=CC1)S(=O)(=O)C1CCC2(CNC2)CC1)(F)F